ONC(C)CC1=CC2=C(C=C1)OCO2 Hydroxy-3,4-methylenedioxyamphetamine